3-(3-(2,6-dimethylbenzyloxy)phenyl)propan-1-amine CC1=C(COC=2C=C(C=CC2)CCCN)C(=CC=C1)C